1-cyclopentyl-1-phenylethane C1(CCCC1)C(C)C1=CC=CC=C1